(S)-2-(4-fluorophenyl)piperidine FC1=CC=C(C=C1)[C@H]1NCCCC1